FC1=C(C=C2C=CNC2=C1[N+](=O)[O-])C(=O)OC methyl 6-fluoro-7-nitro-1H-indole-5-carboxylate